FC=1C(=NC(=NC1)N[C@H]1[C@@H](COCC1)O)C1=CC=C2C(C=C(N(C2=C1)C(C)C)CN1CCC(CC1)F)=O 7-(5-fluoro-2-(((3S,4R)-3-hydroxytetrahydro-2H-pyran-4-yl)amino)pyrimidin-4-yl)-2-((4-fluoropiperidin-1-yl)methyl)-1-isopropylquinolin-4(1H)-one